magnesium benzenesulfinate ethyl-5,6-dimethyl-2-methylenecyclohex-3-ene-1-carboxylate C(C)OC(=O)C1C(C=CC(C1C)C)=C.C1(=CC=CC=C1)S(=O)[O-].[Mg+2].C1(=CC=CC=C1)S(=O)[O-]